FC(OC1=CC=C(C=C1)NC(OC1CCN(CC1)C(CC)=O)=O)(F)F 1-propionylpiperidin-4-yl (4-(trifluoromethoxy)phenyl)carbamate